NC=1C(=NC=CC1C=O)I 3-AMINO-2-IODOPYRIDINE-4-CARBOXALDEHYDE